cyanoethoxydiisopropylaminophosphinyl-3-amino-1,2-propanediol C(#N)CCOC(C(CN)O)(O)P(=O)N(C(C)C)C(C)C